OCCN(C(=O)C1(CCCC1)CNC(=O)C1=CC2=C(S1)CCCCCCC2)C N-({1-[(2-Hydroxyethyl)(methyl)carbamoyl]cyclopentyl}methyl)-4H,5H,6H,7H,8H,9H,10H-cyclonona[b]thiophene-2-carboxamide